2-((5aR,8aS)-5a,6,8,8a-tetrahydrofuro[3,4-b]pyrrolo[3',2':5,6]pyrido[3,2-e][1,4]oxazin-5(1H)-yl)benzamide N1C=CC2=CC=3N([C@H]4[C@H](OC3N=C21)COC4)C4=C(C(=O)N)C=CC=C4